N1=CC(=CC(=C1)C(=O)N1CCCC2=CC=CC=C12)C1=CC=NC=C1 [3,4'-bipyridin]-5-yl-(3,4-dihydroquinolin-1(2H)-yl)methanone